IC=1N=C(N2N=C(C=C(C21)C2=CC=NN2C)C21CNCC(CC2)O1)I [5,7-diiodo-4-(1-methyl-1H-pyrazol-5-yl)imidazo[1,5-b]pyridazin-2-yl]-8-oxa-3-azabicyclo[3.2.1]octane